COC1=NC=2C(=NC=CC2)N1 2-methoxy-3H-imidazo[4,5-b]pyridine